ClC=1C=C(C=C(C1)F)N1C=C(C=2C(C(CCC12)(F)F)O)S(=O)(=O)C 1-(3-chloro-5-fluorophenyl)-5,5-difluoro-3-((R)-methylsulfonyl)-4,5,6,7-tetrahydro-1H-indol-4-ol